3-octyltridecane C(CCCCCCC)C(CC)CCCCCCCCCC